3-(3-carboxy-2,5-dihydroxybenzoylamino)isonicotinic acid C(=O)(O)C=1C(=C(C(=O)NC2=C(C(=O)O)C=CN=C2)C=C(C1)O)O